(S)-4-butyl-1,2,3-oxathiazolidine-3-carboxylic acid tert-butyl ester 2,2-dioxide C(C)(C)(C)OC(=O)N1S(OC[C@@H]1CCCC)(=O)=O